6-((4-((2-Cyclopentyl-4-phenylthiazol-5-yl)oxy)pyridin-2-yl)amino)nicotinic acid C1(CCCC1)C=1SC(=C(N1)C1=CC=CC=C1)OC1=CC(=NC=C1)NC1=NC=C(C(=O)O)C=C1